(S)-6-(2-hydroxypropan-2-yl)-4-methyl-2-(1H-pyrazol-4-yl)-5,7-dihydro-3-oxa-1-thia-7-azaacenaphthylen-8(4H)-one OC(C)(C)C1=C2C[C@@H](OC3=C(SC(C(N1)=O)=C32)C=3C=NNC3)C